CN1CCC2(CCN(C2)C=2C=C(C=CC2)N2C=NC(=C2)NC=2N=CC(=NC2)C#N)CC1 5-((1-(3-(8-Methyl-2,8-diazaspiro[4.5]decan-2-yl)phenyl)-1H-imidazol-4-yl)amino)pyrazine-2-carbonitrile